BrC=1N=C(SC1)C=1C=C(C=CC1)[C@@]1(CCN2C1=NC=C2)O (R)-7-(3-(4-bromothiazol-2-yl)phenyl)-6,7-dihydro-5H-pyrrolo[1,2-a]imidazol-7-ol